acetylene silver-silver nitrate [N+](=O)([O-])[O-].[Ag+].[Ag+].C#C.[N+](=O)([O-])[O-]